BrC=1C=C(C2=C(CCO2)C1)S(=O)(=O)NC=1C(=CC2=C(C(=NO2)CC)C1)OC 5-bromo-N-(3-ethyl-6-methoxybenzo[d]isoxazol-5-yl)-2,3-dihydrobenzofuran-7-sulfonamide